6-((1H-indazol-4-yl)methyl)-4-methyl-2-(1-phenylcyclopropyl)-4H-thiazolo[5',4':4,5]pyrrolo[2,3-d]pyridazin-5(6H)-one N1N=CC2=C(C=CC=C12)CN1N=CC2=C(C1=O)N(C1=C2SC(=N1)C1(CC1)C1=CC=CC=C1)C